(4-(1-isopropyl-4-(trifluoromethyl)-1H-imidazol-2-yl)-3-((4-methoxybenzyl)oxy)phenyl)methanol C(C)(C)N1C(=NC(=C1)C(F)(F)F)C1=C(C=C(C=C1)CO)OCC1=CC=C(C=C1)OC